1-Tert-butyl N-[2-[4-[[4-[1-(2,6-dioxo-3-piperidyl)-3-methyl-2-oxo-benzimidazol-5-yl]-1-piperidyl]methyl]cyclohexoxy]ethyl]-N-methyl-carbamate O=C1NC(CCC1N1C(N(C2=C1C=CC(=C2)C2CCN(CC2)CC2CCC(CC2)OCCN(C(OC(C)(C)C)=O)C)C)=O)=O